2-bromo-5-(bromomethyl)selenophene tert-butyl-5-formylpiperidine-2-carboxylate C(C)(C)(C)OC(=O)C1NCC(CC1)C=O.BrC=1[Se]C(=CC1)CBr